8-bromo-4-methyl-3,5-dihydro-1H-1,4-benzodiazepine BrC1=CC2=C(CN(CCN2)C)C=C1